COC1=C(SC=C1)CNCCC1(CCOC2(CCCC2)C1)C1=NC=CC=C1.[N] nitrogen ((3-methoxythiophen-2-yl)methyl)-2-(9-(pyridin-2-yl)-6-oxaspiro[4.5]dec-9-yl)ethylamine